C(#N)C1=CC=C(C=C1)C1=C(C(=CC(=C1)F)NC=1C(=NC(=CN1)C1CC1)C(=O)O)OC(F)F 3-((4'-cyano-2-(difluoromethoxy)-5-fluoro-[1,1'-biphenyl]-3-yl)Amino)-6-cyclopropylpyrazine-2-carboxylic acid